4,4-dimethyl-3,4-Dihydronaphthalene-1(2H)-one CC1(CCC(C2=CC=CC=C12)=O)C